anthracenoOxazole N1=COC2=C1C1=CC3=CC=CC=C3C=C1C=C2